C(CCCCC)C(C(=O)OCCCCCC(CCCCCOC(CN(C)C(C(CCCCCCCC)CCCCCC)=O)=O)N(C)CCCO)CCCCCCCC 11-((N-(2-Hexyldecanoyl)-N-methylglycyl)oxy)-6-((3-hydroxypropyl)(methyl)amino)-undecyl 2-hexyldecanoate